(3S,4R)-dodecane-3,4-diol CC[C@@H]([C@@H](CCCCCCCC)O)O